racemic-1-(4-bromophenyl)-2,2,2-trifluoroethanol BrC1=CC=C(C=C1)[C@H](C(F)(F)F)O |r|